azobis(3-ethylbenzothiazoline-6-sulfonic acid) N(=NC1SC2=C(N1CC)C=CC(=C2)S(=O)(=O)O)C2SC1=C(N2CC)C=CC(=C1)S(=O)(=O)O